piperidin-4-yl-(pyrrolidin-1-yl)methanone N1CCC(CC1)C(=O)N1CCCC1